N,N'-bis(3-hydroxypropyl)-2,3,5,6-tetraiodo-p-benzenedicarboxamide OCCCNC(=O)C1=C(C(=C(C(=C1I)I)C(=O)NCCCO)I)I